Tert-butyl (3S,4R)-3-fluoro-4-[[3-(3-methyl-2-oxo-1H-benzimidazol-4-yl)cyclobutyl] methoxy]piperidine-1-carboxylate F[C@H]1CN(CC[C@H]1OCC1CC(C1)C1=CC=CC=2NC(N(C21)C)=O)C(=O)OC(C)(C)C